CC1=CC=C(C(=N1)C(=O)N1[C@@H]2[C@@H](C[C@H](C1)CC2)NC2=NC=C(C=C2)C)C2=NC=CC=N2 (6-methyl-3-(pyrimidin-2-yl)pyridin-2-yl)((1S,4R,6R)-6-((5-methylpyridin-2-yl)amino)-2-azabicyclo[2.2.2]octan-2-yl)methanone